FC1=C(C=C(C=C1)C1=CC(=NC=N1)C(=O)NCC=1NC(C=CN1)=O)OC 6-(4-Fluoro-3-methoxyphenyl)-N-((6-oxo-1,6-dihydropyrimidin-2-yl)methyl)pyrimidine-4-carboxamide